ClC=1N=C(C2=C(N1)CCC2)C(=O)N[C@@H]2CC[C@H](CC2)C(F)(F)F 2-chloro-N-[(trans)-4-(trifluoromethyl)cyclohexyl]-5H,6H,7H-cyclopenta[d]pyrimidine-4-carboxamide